(S)-4-amino-1-(2,6-dichloro-4-cyclopropoxyphenyl)-N-(5-(1-(methylamino)ethyl)pyridin-3-yl)-6-oxo-1,6-dihydropyrimidine-5-carboxamide NC=1N=CN(C(C1C(=O)NC=1C=NC=C(C1)[C@H](C)NC)=O)C1=C(C=C(C=C1Cl)OC1CC1)Cl